OC1=CC=C(C=C1)/C(=C(\CC)/C1=CC=CC=C1)/C1=CC=C(OCC2=CC=C(N=N2)CN2CCN(CC2)C=2C=C3CN(C(C3=CC2)=O)C2C(NC(CC2)=O)=O)C=C1 (Z)-3-(5-(4-((6-((4-(1-(4-hydroxyphenyl)-2-phenylbut-1-en-1-yl)phenoxy)methyl)pyridazin-3-yl)methyl)piperazin-1-yl)-1-oxoisoindolin-2-yl)piperidine-2,6-dione